C(CC)C(C)(C#C)O 2-propyl-3-butyn-2-ol